FC1(CC(C1)(C)CN1N=C(C(=C1C(=O)OC)C=O)C1(CC1)F)F methyl 1-((3,3-difluoro-1-methylcyclobutyl)methyl)-3-(1-fluorocyclopropyl)-4-formyl-1H-pyrazole-5-carboxylate